F[B-](F)(F)F.C1(=C(C(=CC(=C1)C)C)[N+]=1N=C2N([C@H]3[C@@H](OC2)CC2=CC=C(C=C23)[N+](=O)[O-])C1)C (5aS,10bR)-2-mesityl-9-nitro-5a,10b-dihydro-4H,6H-indeno[2,1-b][1,2,4]triazolo[4,3-d][1,4]oxazin-2-ium tetrafluoroborate